C(C)C(COC(CCC1=CC(=C(C(=C1)C(C)(C)C)O)C(C)(C)C)=O)CCCC 3-(3',5'-Di-tert-butyl-4'-hydroxyphenyl)propionic acid 2-ethylhexyl ester